C(#N)CCNC1=C(C=CC(=C1)C(=O)OC)[C@@H]1CC2(CC(C2)(F)F)CCN1CC1=C2C=CN(C2=C(C=C1OC)C)C(=O)OC(C)(C)C tert-butyl (S)-4-((6-(2-((2-cyanoethyl)amino)-4-(methoxycarbonyl)phenyl)-2,2-difluoro-7-azaspiro[3.5]nonan-7-yl)methyl)-5-methoxy-7-methyl-1H-indole-1-carboxylate